N2-[1-(3-aminopropyl)pyrazol-4-yl]-N4-[2-(6-methyl-2-pyridyl)pyrimidin-4-yl]pyrimidine-2,4-diamine NCCCN1N=CC(=C1)NC1=NC=CC(=N1)NC1=NC(=NC=C1)C1=NC(=CC=C1)C